4-[2-(1-methylpiperidin-4-yl) ethyl]Benzyl piperazine-1-carboxylate N1(CCNCC1)C(=O)OCC1=CC=C(C=C1)CCC1CCN(CC1)C